2-Methyl-3-trifluoromethyl-pyrazine CC1=NC=CN=C1C(F)(F)F